2-methyl-4-(tributylstannyl)thiazole CC=1SC=C(N1)[Sn](CCCC)(CCCC)CCCC